2-(2'-hydroxy-5'-methylphenyl)benzotriazol-d3 OC1=C(C=C(C=C1)C)N1N=C2C(=N1)C=C(C(=C2[2H])[2H])[2H]